FC1=C(C=CC(=C1)OC1=NC(=NC=C1)N1CC(CC1)C(F)(F)F)NC=1C2=C(N=CN1)NC=C2C2CCN(CC2)C(C=C)=O 1-(4-(4-((2-fluoro-4-((2-(3-(trifluoromethyl)pyrrolidin-1-yl)pyrimidin-4-yl)oxy)phenyl)amino)-7H-pyrrolo[2,3-d]pyrimidin-5-yl)piperidin-1-yl)prop-2-en-1-one